C(C=C)(=O)N1C[C@@H](CCC1)N1N=C(C=2C1=NC=NC2N)C(=O)NC2=C(C=C(C(=C2)F)CC(=O)N(C)C)C (R)-1-(1-acryloylpiperidine-3-yl)-4-amino-N-(4-(2-(dimethylamino)-2-oxoethyl)-5-fluoro-2-methylphenyl)-1H-pyrazolo[3,4-d]pyrimidine-3-carboxamide